FC1=CC2=C(N(C(N=C2N2[C@H](CN(CC2)C(C=C)=O)C)=O)C2=C(C=CC=C2)C(C)C)N=C1C1=C(C=CC=C1O)F (M)-6-fluoro-7-(2-fluoro-6-hydroxyphenyl)-4-((2S)-2-methyl-4-(2-propenoyl)-1-piperazinyl)-1-(2-(2-propanyl)phenyl)pyrido[2,3-d]pyrimidin-2(1H)-one